3-(4-Cyanophenyl)-N-methyl-N-((6-methylpyridin-3-yl)methyl)imidazo[1,2-a]pyridine-7-carboxamide C(#N)C1=CC=C(C=C1)C1=CN=C2N1C=CC(=C2)C(=O)N(CC=2C=NC(=CC2)C)C